(S)-4-(2-Amino-1-methyl-1H-imidazol-4-yl)-N-(2-chloro-6-fluorophenyl)-5-fluoro-2-((1,1,1-trifluoropropan-2-yl)oxy)benzamide NC=1N(C=C(N1)C1=CC(=C(C(=O)NC2=C(C=CC=C2F)Cl)C=C1F)O[C@H](C(F)(F)F)C)C